3-(4-amino-2-(azetidin-1-ylmethyl)-7-(pyrimidin-4-yl)pyrazolo[1,5-a]pyrazin-6-yl)benzonitrile NC=1C=2N(C(=C(N1)C=1C=C(C#N)C=CC1)C1=NC=NC=C1)N=C(C2)CN2CCC2